C(C1=CC=CC=C1)N1CCSC2=C1C=C(C=C2)C(CC(=O)O)NS(=O)(=O)C(C)(C)C 3-(4-benzyl-2,3-dihydro-1,4-benzothiazin-6-yl)-3-(tert-butylsulphonylamino)propionic acid